C1(=CC=CC=2C3=CC=CC=C3C=CC12)CO 1-Phenanthrenemethanol